C(C)(C)N1CCN(CC1)CC(=O)CN1CCN(CC1)C(C)C (4-isopropylpiperazin-1-yl)methylketone